BrC1=CC=C(C=C1)NS(=O)(=O)C=1C=C(C(=O)NC2=CC=CC=C2)C=CC1 3-(N-(4-bromophenyl)sulfamoyl)-N-phenylbenzamide